2-(CYCLOOCT-1-EN-1-YL)ACETIC ACID C1(=CCCCCCC1)CC(=O)O